OC(CC)C1=CC(=C(C=N1)C=1C=NC2=CC(=NC=C2C1)N(C(OC(C)(C)C)=O)C)C tert-butyl N-{3-[6-(1-hydroxypropyl)-4-methylpyridin-3-yl]-1,6-naphthyridin-7-yl}-N-methylcarbamate